ClC=1C=C2C(=C(C=NC2=CC1)NC1CCC(CC1)(F)F)NC1=C(C(=O)O)C=CC=C1 2-[[6-chloro-3-[(4,4-difluorocyclohexyl)amino]-4-quinolinyl]amino]benzoic acid